(2,4,6-trifluoromethyl (phenyl)) borat B(OC1=C(C=C(C=C1CF)CF)CF)([O-])[O-]